3-[(1S,4S,5R)-5-[[5-cyclopropyl-3-(2,6-dichlorophenyl)-1,2-oxazol-4-yl]methoxy]-2-azabicyclo[2.2.1]heptan-2-yl]-4,5-dihydro-1,2-oxazole-5-carboxylic acid tert-butyl ester C(C)(C)(C)OC(=O)C1CC(=NO1)N1[C@@H]2C[C@H]([C@H](C1)C2)OCC=2C(=NOC2C2CC2)C2=C(C=CC=C2Cl)Cl